2,5-diethyl-6-methyl-1,3-diaminobenzene C(C)C1=C(C(=C(C=C1N)CC)C)N